propanetriide [CH2-][CH-][CH2-]